(S)-3-(2-cyclopropylacetyl)-4-phenyloxazolidin-2-one C1(CC1)CC(=O)N1C(OC[C@@H]1C1=CC=CC=C1)=O